C(=O)C1=CC=CC(=N1)C(C(=O)OCC)(C)C ethyl 2-(6-formylpyridin-2-yl)-2-methylpropionate